C(#N)C1=CC=C(OCC(=O)O[C@]2(CCC3C4CCC5=CC(CCC5C4CC[C@]23CC)=O)C#C)C=C1 (13S,17R)-13-ethyl-17-ethynyl-3-oxo-2,3,6,7,8,9,10,11,12,13,14,15,16,17-tetradecahydro-1H-cyclopenta[a]phenanthren-17-yl (4-cyanophenoxy)acetate